Lysine propionate C(CC)(=O)O.N[C@@H](CCCCN)C(=O)O